3-{3-[(1r,4r)-4-(3-chloroanilino)-4-(methoxycarbonyl)-2',3'-dihydrospiro[cyclohexane-1,1'-indene]-2'-yl]propoxy}-4,5,6,7-tetrahydro-1H-indazole-1-carboxylic acid tert-butyl ester C(C)(C)(C)OC(=O)N1N=C(C=2CCCCC12)OCCCC1C2(C3=CC=CC=C3C1)CCC(CC2)(C(=O)OC)NC2=CC(=CC=C2)Cl